C1(CCCCC1)C=1C=C(C(=NC1)NC(C1=C(C=CC(=C1)[N+](=O)[O-])SC1=NN=CN1C)=O)F N-(5-cyclohexyl-3-fluoropyridin-2-yl)-2-[(4-methyl-4H-1,2,4-triazol-3-yl)sulfanyl]-5-nitrobenzamide